ClC1=CC2=C(ON=C2C=C1)C1=CC=C(C=C1)O 5-chloro-3-(4-hydroxyphenyl)anthranil